(2-(tert-butoxy)pyridin-3-yl)boronic acid C(C)(C)(C)OC1=NC=CC=C1B(O)O